N-(3,5-bis(trifluoromethyl)phenyl)-4-(trifluoromethyl)-1H-benzo[d]imidazol-2-amine FC(C=1C=C(C=C(C1)C(F)(F)F)NC1=NC2=C(N1)C=CC=C2C(F)(F)F)(F)F